NC1=NC=CC=C1C1=NC=2C(=NC(=CC2)C2=CC=CC=C2)N1C1=CC=C(C=C1)C1CN(C1)CC1=CC=C(C(=O)O)C=C1 4-((3-(4-(2-(2-aminopyridin-3-yl)-5-phenyl-3H-imidazo[4,5-b]pyridin-3-yl)phenyl)azetidin-1-yl)methyl)benzoic acid